3,7-Dibromo-3-deuterio-isobenzofuran-1-one BrC1(OC(C2=C(C=CC=C12)Br)=O)[2H]